4-piperidyl 1-[4-[[4-[[2-(6-methyl-2-pyridyl)pyrimidin-4-yl]amino]pyrimidin-2-yl]amino]phenyl]piperidine-3-carboxylate CC1=CC=CC(=N1)C1=NC=CC(=N1)NC1=NC(=NC=C1)NC1=CC=C(C=C1)N1CC(CCC1)C(=O)OC1CCNCC1